6-chloro-3-(((1R)-1-(2-cyano-3-(6,6-difluoro-3-azabicyclo[3.1.0]hexan-3-yl)-7-methylquinoxalin-5-yl)ethyl)amino)picolinic acid ClC1=CC=C(C(=N1)C(=O)O)N[C@H](C)C1=C2N=C(C(=NC2=CC(=C1)C)C#N)N1CC2C(C2C1)(F)F